1λ4-thiamorpholine-1-imine 1-oxide N1CCS(CC1)(=N)=O